NC1=C2C(=CNC2=C(C=C1C)C)CCNC(C)=O N-[2-(4-amino-5,7-dimethyl-1H-indol-3-yl)ethyl]acetamide